Methoxy-N-(3-phenylpropyl)-6-(2-oxa-7-azaspiro[3.5]nonan-7-yl)-1H-benzo[d]imidazole-1-carboxamide COC1=NC2=C(N1C(=O)NCCCC1=CC=CC=C1)C=C(C=C2)N2CCC1(COC1)CC2